C1=CC=CC2=CC3=CC=CC=C3C(=C12)C1=CC=C(N1)CN1[C@@H](CCC1)[C@H]1N(CCC1)CC=1NC(=CC1)C=1C2=CC=CC=C2C=C2C=CC=CC12 (2S,2'S)-1,1'-bis((5-(anthracen-9-yl)-1H-pyrrol-2-yl)methyl)-2,2'-bipyrrolidine